(S)-2'-chloro-6'-(2-(3-fluoropyrrolidin-1-yl)ethyl)-2,3,5,6,6',7'-hexahydrospiro[pyran-4,5'-pyrrolo[3,4-b]pyridine] ClC1=CC=C2C(=N1)CN(C21CCOCC1)CCN1C[C@H](CC1)F